3-(3-(methylbis(trimethylsiloxy)silyl)propyl)glycerol tert-butyl-(2-((2-bromo-4-(trifluoromethyl)benzo[d]thiazol-6-yl)oxy)ethyl)carbamate C(C)(C)(C)N(C(=O)OCC(O)COCCC[Si](O[Si](C)(C)C)(O[Si](C)(C)C)C)CCOC1=CC2=C(N=C(S2)Br)C(=C1)C(F)(F)F